tert-butyl 4-[5-(4-chlorophenyl)-1H-pyrazol-3-yl]piperazine-1-carboxylate ClC1=CC=C(C=C1)C1=CC(=NN1)N1CCN(CC1)C(=O)OC(C)(C)C